1-[(2R,3R,4S,5S)-3,4-dihydroxy-5-(hydroxymethyl)-5-(triisopropylsiloxymethyl)-tetrahydrofuran-2-yl]pyrimidine-2,4-dione O[C@H]1[C@@H](O[C@]([C@H]1O)(CO[Si](C(C)C)(C(C)C)C(C)C)CO)N1C(NC(C=C1)=O)=O